tert-butyl (6-bromo-2-chloropyrrolo[2,1-f][1,2,4]triazin-4-yl)(thiazol-2-ylmethyl)carbamate BrC=1C=C2C(=NC(=NN2C1)Cl)N(C(OC(C)(C)C)=O)CC=1SC=CN1